6-cyclopropyl-1,5-diazabicyclo[3.1.0]hexane C1(CC1)C1N2CCCN12